[1,4]Dioxin-6-yl-boric acid O1C=COC=C1OB(O)O